(R)-(1-((1H-imidazol-2-yl)sulfonyl)pyrrolidin-3-yl)(4-(7-fluoroquinolin-4-yl)piperazin-1-yl)methanone N1C(=NC=C1)S(=O)(=O)N1C[C@@H](CC1)C(=O)N1CCN(CC1)C1=CC=NC2=CC(=CC=C12)F